2-((1-(2-cyano-7-methyl-3-phenylquinolin-5-yl)ethyl)amino)benzoic acid C(#N)C1=NC2=CC(=CC(=C2C=C1C1=CC=CC=C1)C(C)NC1=C(C(=O)O)C=CC=C1)C